CN1[C@H]([C@H](C1)NC(OC(C)(C)C)=O)C tert-butyl ((2S,3S)-1,2-dimethylazetidin-3-yl)carbamate